1-(tert-butyl)-5-(methylamino)-1H-pyrazole-4-carboxylic acid C(C)(C)(C)N1N=CC(=C1NC)C(=O)O